(4-Methoxyphenyl)(1-methyl-4,10-dihydrobenzo[b]pyrazolo[3,4-e][1,4]diazepin-5(1H)-yl)methanone COC1=CC=C(C=C1)C(=O)N1C2=C(NC3=C(C1)C=NN3C)C=CC=C2